FC=1C=CC(=C(OCC(=O)OCC)C1)CNC(=O)[C@H]1N(C[C@@H](C1)O)C([C@H](C(C)(C)C)NC(=O)C1(CC1)F)=O ethyl 2-[5-fluoro-2-[[(2S,4R)-1-[(2S)-2-[(1-fluorocyclopropanecarbonyl)amino]-3,3-dimethyl-butanoyl]-4-hydroxy-pyrrolidine-2-carbonyl]amino]methyl phenoxy]acetate